1,3-dioxan-heptane OCOCCCC